ClC1=C(/C=C/C=2NC(=C(N2)C2=CC=3C(=NSN3)C=C2)C2=NC(=CC=C2)C)C=CC=C1 (E)-5-(2-(2-chlorostyryl)-5-(6-methylpyridin-2-yl)-1H-imidazol-4-yl)benzo[c][1,2,5]thiadiazole